FC1=CC=C(C(=O)N[C@H](C(=O)NC2=CC=C(C=C2)S(=O)(=O)Cl)CC2=NC=CC=C2)C=C1 (S)-4-(2-(4-fluorobenzamido)-3-(pyridin-2-yl)propanamido)benzene-1-sulfonyl chloride